2-[(4-{6-[(4-chloro-2-fluorobenzyl)oxy]pyridin-2-yl}piperidin-1-yl)methyl]-1-{[1-(methoxymethyl)cyclobutyl]methyl}-1H-benzimidazole-6-carboxylic acid ClC1=CC(=C(COC2=CC=CC(=N2)C2CCN(CC2)CC2=NC3=C(N2CC2(CCC2)COC)C=C(C=C3)C(=O)O)C=C1)F